di(biphenylyl)(carbazolylbiphenylyl)amine C1(=C(C=CC=C1)N(C1=C(C=CC=C1C1=CC=CC=2C3=CC=CC=C3NC12)C1=CC=CC=C1)C1=C(C=CC=C1)C1=CC=CC=C1)C1=CC=CC=C1